C(C)C1=C(C(=C(C(=C1)C(C)C)N)C(C)C)N 4-ethyl-2,6-di(propan-2-yl)benzene-1,3-diamin